benzoic acid [(phenylmethylene) amino]-methyl ester C1(=CC=CC=C1)C=NCOC(C1=CC=CC=C1)=O